3-methoxy-N-((3-methyl-4-(pyrazin-2-yloxy)phenyl)carbamoyl)cyclobutane-1-carboxamide COC1CC(C1)C(=O)NC(NC1=CC(=C(C=C1)OC1=NC=CN=C1)C)=O